C(C=C)C=1C=C(C=CC1)C[C@@H](C(=O)O)N (S)-3-(3-allylphenyl)-2-aminopropanoic acid